(2s,3s)-3-(methoxycarbonyl)-5-oxopyrrolidine-2-carboxylic acid COC(=O)[C@@H]1[C@H](NC(C1)=O)C(=O)O